(R)-4-(2-methylpiperazin-1-yl)-N-(quinoxalin-6-ylmethyl)pyridin-3-amine C[C@H]1N(CCNC1)C1=C(C=NC=C1)NCC=1C=C2N=CC=NC2=CC1